1-((tert-butyldimethylsilyl)oxy)decan-4-yl (2-(piperidin-1-yl)ethyl)carbamate N1(CCCCC1)CCNC(OC(CCCO[Si](C)(C)C(C)(C)C)CCCCCC)=O